3-pyrrolidino-1,2-propanediol N1(CCCC1)CC(CO)O